N-[(1S)-2-[(5-bromo-2-pyridyl)amino]-1-cyclohexyl-2-oxo-ethyl]-2-isopropyl-pyrazole-3-carboxamide BrC=1C=CC(=NC1)NC([C@H](C1CCCCC1)NC(=O)C=1N(N=CC1)C(C)C)=O